NN1C(CCC1)=O amino-2-oxo-pyrrolidin